(R)-S-(2-amino-2-carboxyethyl)-L-homocysteine NC(CSCC[C@@H](N)C(=O)O)C(=O)O